tridecyl fluoride octyl-methacrylate phenyl-(3-(difluoro(4-methoxyphenyl)methyl)bicyclo[1.1.1]pentan-1-yl)carbamate C1(=CC=CC=C1)N(C(O)=O)C12CC(C1)(C2)C(C2=CC=C(C=C2)OC)(F)F.C(CCCCCCC)OC(C(=C)C)=O.C(CCCCCCCCCCCC)F